8-amino-9-fluoro-2,3-dihydro-1H-phenalen-1-one NC=1C=C2C=CC=C3CCC(C(C1F)=C32)=O